tert-butyl (3S,5S)-3-((6-(5-acetylthiophen-2-yl)-8-carbamoylpyrido[3,2-d]pyrimidin-4-yl)amino)-5-fluoropiperidine-1-carboxylate C(C)(=O)C1=CC=C(S1)C=1C=C(C=2N=CN=C(C2N1)N[C@@H]1CN(C[C@H](C1)F)C(=O)OC(C)(C)C)C(N)=O